BrC1=C(C=C(CN(C(=O)[C@H]2CN(CCC2)C=2C=C(OC(C(=O)N3CCN(CC3)C(=O)OC(C)(C)C)(C)C)C=CC2)C2CC2)C=C1)C tert-butyl (R)-4-(2-(3-(3-((4-bromo-3-methylbenzyl)(cyclopropyl)carbamoyl) piperidin-1-yl)phenoxy)-2-methylpropanoyl)piperazine-1-carboxylate